4-(4-(2-fluorophenoxy)benzyl)-8-isopropyl-N2-(tetrahydro-2H-pyran-4-yl)pyrazolo[1,5-a][1,3,5]triazine-2,4-diamine FC1=C(OC2=CC=C(CC3(NC(=NC=4N3N=CC4C(C)C)NC4CCOCC4)N)C=C2)C=CC=C1